C(CCCCCC=C)C(=CC[SiH2]Cl)CCCCCCC=C di(7-octenyl)allylchlorosilane